trihexyl-(tetradecyl)chlorophosphine C(CCCCC)P(Cl)(CCCCCCCCCCCCCC)(CCCCCC)CCCCCC